C(C=1C(C(=O)OCCCCCCCCCC(C)C)=CC(C(=O)OCCCCCCCCCC(C)C)=CC1)(=O)OCCCCCCCCCC(C)C Triisododecyl trimellitate